ethyl-butyl-ethyl-3-butyl-methyl-3-imidazolium C(C)CC=1NC(=C([N+]1CCCC)CC)CCCC